C1(=CC=CC2=CC=CC=C12)S(=O)(=O)O.C[Na] methyl-Sodium naphthalenesulfonate